ClC1=NC(=NC(=C1)Cl)NS(=O)(=O)C=1C=NN(C1)C N-(4,6-dichloropyrimidin-2-yl)-1-methyl-pyrazole-4-sulfonamide